2-(((3-(benzo[d]thiazol-2-yl)pyridin-2-yl)amino)methyl)-5-fluorophenol S1C(=NC2=C1C=CC=C2)C=2C(=NC=CC2)NCC2=C(C=C(C=C2)F)O